Cl.FC1=C(NC2=C(C(=C(C(=C12)C1CNCCC1)F)F)C(=O)N)C 3,5,6-trifluoro-2-methyl-4-(piperidin-3-yl)-1H-indole-7-carboxamide hydrochloride